Methyl 4-(5-(oxazol-5-yl)thiophen-2-yl)-2,4-dioxobutanoate O1C=NC=C1C1=CC=C(S1)C(CC(C(=O)OC)=O)=O